3-propoxybenzylsuccinic acid diethyl ester C(C)OC(C(CC(=O)OCC)CC1=CC(=CC=C1)OCCC)=O